ClC1=CC=C(C=C1)[C@H](C(F)(F)F)NS(=O)(=O)C1=CN=C2N1C=CC=C2 (R)-N-(1-(4-chlorophenyl)-2,2,2-trifluoroethyl)imidazo[1,2-a]pyridine-3-sulfonamide